BrC=1SC(=C(N1)C1=CC(=C(C=C1)Cl)Cl)C#N 2-bromo-4-(3,4-dichlorophenyl)thiazole-5-carbonitrile